2-(4,7,10-Tris(carboxymethyl)-1,4,7,10-tetraazacyclododecane-1-yl)-glutaric acid C(=O)(O)CN1CCN(CCN(CCN(CC1)CC(=O)O)CC(=O)O)C(C(=O)O)CCC(=O)O